(6R,9S)-6,25-diamino-9-(4-((6-amino-2-(butylamino)-8-hydroxy-9H-purin-9-yl) methyl)phenyl carbamoyl)-7,12-dioxo-4-thia-8,13,17,22-tetraazapentacosane-1,2-diyl dipalmitate C(CCCCCCCCCCCCCCC)(=O)OCC(CSC[C@@H](C(N[C@@H](CCC(NCCCNCCCCNCCCN)=O)C(NC1=CC=C(C=C1)CN1C2=NC(=NC(=C2N=C1O)N)NCCCC)=O)=O)N)OC(CCCCCCCCCCCCCCC)=O